C(CCCCCCCCCCC)C=1C(=C(C(C(=O)O)=CC1)C(=O)O)CCCCCCCCCCCC.C(C=1C(C(=O)OCCCCCCCCCCCC)=CC=CC1)(=O)OCCCCCCCCCCCC didodecyl phthalate (didodecyl phthalate)